trans-hex-3-enyl salicylate C(C=1C(O)=CC=CC1)(=O)OCC\C=C\CC